C1(=CC=C(C=C1)N(C1=CC=C(C=C1)Br)C1=C(C=O)C=CC=C1)C1=CC=CC=C1 ([1,1'-biphenyl]-4-yl-(4-bromophenyl)amino)benzaldehyde